C1(=C(C=CC=C1)P(=O)(C1=C(C=CC=C1)C)C1=NC(=C(C2=CC=CC=C12)C1=CC=CC=C1)C(=O)OCC)C ethyl 1-(di-o-tolylphosphoryl)-4-phenylisoquinoline-3-carboxylate